C(C)(C)(C)OC(=O)NCCCCCCCCCCCC(=O)NC1=CC=C(C(=O)NC2=C(C=CC=C2)NC(OC(C)(C)C)=O)C=C1 Tert-butyl (2-(4-(12-((tert-butoxycarbonyl)amino)dodecanamido)benzamido)phenyl)carbamate